N-(2,2-difluoroethyl)-6-fluoro-N-(3-fluoro-5-((1-(trifluoromethyl)cyclopropyl)ethynyl)phenyl)pyrido[4,3-e][1,2,4]triazolo[4,3-a]pyrimidin-5-amine FC(CN(C1=NC=2N(C3=C1C(=CN=C3)F)C=NN2)C2=CC(=CC(=C2)C#CC2(CC2)C(F)(F)F)F)F